6-(isopropylamino)-4-((4-methoxybenzyl)oxy)pyrazolo[1,5-a]pyridine-3-carbonitrile C(C)(C)NC=1C=C(C=2N(C1)N=CC2C#N)OCC2=CC=C(C=C2)OC